C(C)OC=1C=C(C=CC1C=1NC(C2=C(N1)N(N=N2)CC2=CC=C(C=C2)OC)=O)C2=CC(=CC=C2)CC=2C(=NOC2C)O 5-(3-ethoxy-3'-((3-hydroxy-5-methylisoxazol-4-yl)methyl)-[1,1'-biphenyl]-4-yl)-3-(4-methoxybenzyl)-3,6-dihydro-7H-[1,2,3]triazolo[4,5-d]pyrimidin-7-one